FC(C1=NN(C(=C1)C(F)F)CC(=O)N1CCC(CC1)C1CN(OC=2C(C1)CC=CC2)C(=O)NC2CCCC1=CC=CC=C21)F 4-[1-[2-[3,5-bis(difluoromethyl)pyrazol-1-yl]acetyl]-4-piperidinyl]-N-tetrahydronaphthalen-1-yl-tetrahydrobenzoxazepine-2-Carboxamide